ClC=1C=C(C(=NC1)OC1=CC2=C(C=N1)N=C(N2C)C(=O)NC2(CCS(CC2)(=O)=O)C)OCC(C)(F)F 6-[[5-chloro-3-(2,2-difluoropropoxy)-2-pyridyl]oxy]-1-methyl-N-(4-methyl-1,1-dioxo-thian-4-yl)imidazo[4,5-c]pyridine-2-carboxamide